NC1=NC=CC(=C1[N+](=O)[O-])C 2-amino-3-nitro-4-picoline